methyl 2-methyl-5-[1-(trifluoromethyl)cyclopropyl]benzoate CC1=C(C(=O)OC)C=C(C=C1)C1(CC1)C(F)(F)F